(4-((2-chloro-4-(4-(trifluoromethyl)piperidin-1-yl)phenyl)amino)benzyl)-5-oxopyrrolidine-3-carboxamide ClC1=C(C=CC(=C1)N1CCC(CC1)C(F)(F)F)NC1=CC=C(CN2CC(CC2=O)C(=O)N)C=C1